3-[5-fluoro-6-[4-(methylamino)-1-piperidyl]-3-pyridyl]piperidine-2,6-dione FC=1C=C(C=NC1N1CCC(CC1)NC)C1C(NC(CC1)=O)=O